CN(S(=O)(=O)N[C@@H]1[C@@H](N([C@@H](C1)C)C(=O)OC)COC1CC2CC2(CC1)C1=NC=C(C=N1)F)C methyl (2R,3S,5R)-3-((N,N-dimethylsulfamoyl) amino)-2-(((6-(5-fluoropyrimidin-2-yl)bicyclo[4.1.0]heptan-3-yl)oxy)methyl)-5-methylpyrrolidine-1-carboxylate